(7S,8aS)-7-(3-([1,2,4]triazolo[1,5-a]pyridin-5-yl)propyl)-2-(5-fluoropyridin-2-yl)hexahydropyrrolo[1,2-a]pyrazin-6(2H)-one N=1C=NN2C1C=CC=C2CCC[C@H]2C[C@@H]1N(CCN(C1)C1=NC=C(C=C1)F)C2=O